N1CCC(CC1)NC(=O)C1=CN=C2N1N=CC=C2 N-(piperidin-4-yl)imidazo[1,2-b]pyridazine-3-carboxamide